6-(3,5-dimethoxybenzylamino)-9-β-D-arabinofuranosylpurine COC=1C=C(CNC2=C3N=CN(C3=NC=N2)[C@H]2[C@@H](O)[C@H](O)[C@H](O2)CO)C=C(C1)OC